C(C1=CC=CC=C1)(=O)N1N=C(C=C1NCC1=CC=CC=C1)C1C(N(CC1=O)S(=O)(=O)N1CCCC1)C 4-[({1-Benzoyl-3-[2-methyl-4-oxo-1-(pyrrolidin-1-sulfonyl)pyrrolidin-3-yl]-1H-pyrazol-5-yl}amino)methyl]benzol